(R)-6-(4-cyano-3-fluorophenyl)-N-(2-fluoro-3-hydroxy-3-methylbutyl)-4-((tetrahydro-2H-pyran-4-yl)amino)pyrrolo[1,2-b]pyridazine-3-carboxamide C(#N)C1=C(C=C(C=C1)C=1C=C2N(N=CC(=C2NC2CCOCC2)C(=O)NC[C@H](C(C)(C)O)F)C1)F